N(=[N+]=[N-])C(C(=O)C1=CC=C(C=C1)I)(F)F 2-azido-1-(4-iodophenyl)-2,2-difluoroethane-1-one